bis(trimethylsiloxy)methyl-silyl-styrene C[Si](OC(O[Si](C)(C)C)C(=CC1=CC=CC=C1)[SiH3])(C)C